Tetramethyl-propanediamine CCC(C(N)(N)C)(C)C